C12(C3CC(CC31)C2B2OC(C(O2)(C)C)(C)C)B2OC(C(O2)(C)C)(C)C 2,2'-(tricyclo[2.2.1.02,6]heptane-1,7-diyl)bis(4,4,5,5-tetramethyl-1,3,2-dioxaborolane)